(S)-quinuclidin-3-yl((R)-6-ethoxy-5-(4-isobutylphenyl)-2,2-dimethyl-2,3-dihydro-1H-inden-1-yl)carbamate N12C[C@H](C(CC1)CC2)OC(N[C@@H]2C(CC1=CC(=C(C=C21)OCC)C2=CC=C(C=C2)CC(C)C)(C)C)=O